2-(5-pyrimidinyl)phenol N1=CN=CC(=C1)C1=C(C=CC=C1)O